CC=1C=CC2=C3C(C(C(=C2C1)OC(=O)C(C)C)=O)=C1C=CC=CC1=C(C3=O)OC(=O)C(C)C 2-methyl-5,11-dioxo-6,12-bis(isopropylcarbonyloxy)naphthonaphthalene